4-(2-chloro-4-methylsulfonylbenzoyl)-1,3-dimethyl-1H-pyrazol-5-yl-1-methyl-3-trifluoromethyl-1H-pyrazole-4-carboxylate ClC1=C(C(=O)C=2C(=NN(C2C2=C(C(=NN2C)C(F)(F)F)C(=O)[O-])C)C)C=CC(=C1)S(=O)(=O)C